ClC=1C=C(C=CC1C#N)N1CC2(C[C@H]1C)CCN(CC2)C2=CC=C(C(=O)N1CCC(CC1)N1CCN(CC1)C=1C=CC(=NC1)C(=O)N[C@@H]1C(NC(CC1)=O)=O)C=C2 5-(4-(1-(4-((R)-2-(3-Chloro-4-cyanophenyl)-3-methyl-2,8-diazaspiro[4.5]decan-8-yl)benzoyl)piperidin-4-yl)piperazin-1-yl)-N-((S)-2,6-dioxopiperidin-3-yl)picolinamide